BrC1=CC=C(C=C1)[C@H](CO)O r-1-(4-bromophenyl)ethane-1,2-diol